C(C)[C@@H]1[C@@H](C[C@H](N(C1)C=1C2=C(N(C(N1)=O)C)C=CC(=N2)C#N)C)OC2=NC=C(C=C2)OC(C)C |&1:2| 4-((2R,4R,SR)-5-Ethyl-4-((5-isopropoxypyridin-2-yl)oxy)-2-methylpiperidin-1-yl)-1-methyl-2-oxo-1,2-dihydropyrido[3,2-d]pyrimidin-6-carbonitril